(-)-N-ethyl-5-fluoro-2-((5-(2-(6-hydroxy-2-methylhex-3-yl)-2,6-diazaspiro[3.4]oct-6-yl)-1,2,4-triazin-6-yl)oxy)-N-isopropylbenzamide C(C)N(C(C1=C(C=CC(=C1)F)OC1=C(N=CN=N1)N1CC2(CN(C2)C(C(C)C)CCCO)CC1)=O)C(C)C